C1(CC1)C=1C=C(CN2N=CC3=C(C=CC(=C23)C(=O)O)C#CC)C=CC1 (3-cyclopropylbenzyl)-4-(propan-1-yn-1-yl)-1H-indazole-7-carboxylic acid